C(C)(C)(C)OC(=O)N1C[C@H](CC1)CCC(=O)O 3-[(3S)-1-(tert-butoxycarbonyl)pyrrolidin-3-yl]propanoic acid